L-prolylamine hydrochloride Cl.N1[C@@H](CCC1)C(=O)N